cis-methyl 1-(2-fluoro-6-methyl-benzoyl)-2-[4-(tetrahydropyran-4-ylamino) phenyl]-3,4,4a,5,7,7a-hexahydro-2H-furo[3,4-b]pyridine-3-carboxylate FC1=C(C(=O)N2C3C(CC(C2C2=CC=C(C=C2)NC2CCOCC2)C(=O)OC)COC3)C(=CC=C1)C